C(C1=CC=CC=C1)N1C(C=CC2=C1N=C(N=C2)N[C@@H](C)C2=CC=C(C=C2)Cl)=O 8-benzyl-2-{[(1S)-1-(4-chlorophenyl)ethyl]amino}pyrido[2,3-d]pyrimidin-7(8H)-one